2-{6-azaspiro[2.5]oct-6-yl}-4-(2-hydroxyeth-enesulfonylamino)benzamide C1CC12CCN(CC2)C2=C(C(=O)N)C=CC(=C2)NS(=O)(=O)C=CO